(3-{6-azaspiro[2.5]oct-6-yl}-4-(4-{2-[(3R,5S)-3,5-dimethylmorpholin-4-yl]-6-methoxypyrimidin-4-yl}-1H-1,2,3-triazol-1-yl)phenyl)-2-hydroxyeth-ane-1-sulfonamide C1CC12CCN(CC2)C=2C=C(C=CC2N2N=NC(=C2)C2=NC(=NC(=C2)OC)N2[C@@H](COC[C@@H]2C)C)C(CO)S(=O)(=O)N